6-((2,6-dimethylpyrimidin-4-yl)amino)-1-(3-fluoro-4-(trifluoromethoxy)phenyl)-1,2-dihydro-3H-pyrazolo[4,3-c]pyridin-3-one CC1=NC(=CC(=N1)NC1=CC2=C(C=N1)C(NN2C2=CC(=C(C=C2)OC(F)(F)F)F)=O)C